methyl 1-(3-methoxy-4-{6-[3-methyl-4-({[(1R)-1-phenylethoxy]carbonyl}amino)-1,2-oxazol-5-yl]-2-azaspiro[3.3]heptan-2-yl}phenyl)cyclopropane-1-carboxylate COC=1C=C(C=CC1N1CC2(C1)CC(C2)C2=C(C(=NO2)C)NC(=O)O[C@H](C)C2=CC=CC=C2)C2(CC2)C(=O)OC